3-(4-bromophenyl)-N-(4-methyl-3-(pyridin-4-yl)-1H-pyrazol-5-yl)propenamide BrC1=CC=C(C=C1)C=CC(=O)NC1=C(C(=NN1)C1=CC=NC=C1)C